FC1=C(CN2CC(N(C(C2)=O)C2CC3(C2)CCN(CC3)C(=O)OC(C)(C)C)C3=C(C=CC=C3)C(C)C)C=CC=C1 Tert-butyl 2-(4-(2-fluorobenzyl)-2-(2-isopropylphenyl)-6-oxopiperazin-1-yl)-7-azaspiro[3.5]Nonane-7-carboxylate